O(C1=CC=CC=C1)C1=NC(=NC(=N1)OC1=CC=C(N)C=C1)OC1=CC=C(N)C=C1 4,4'-[(6-phenoxy-1,3,5-triazine-2,4-diyl)bis(oxy)]dianiline